C(#N)C1(CCC1)C1(CC=C(C=C1)C(=O)N)C1=CC=CC=C1 1-(cyanocyclobutyl)[biphenyl]-4-carboxamide